ClC1=CC=C(C=C1)C=1C=CC(N(N1)CC1=NOC(=N1)C)=O 6-(4-chlorophenyl)-2-((5-methyl-1,2,4-oxadiazol-3-yl)methyl)pyridazin-3(2H)-one